[Si](F)(F)(F)F.[Ti] titanium-silicon fluoride